C1(CC1)C1=NN(C=N1)C1CC2(CN(C2)C(=O)N2CC3(CN(C3)S(=O)(=O)C3=CC(=CC=C3)OC(F)(F)F)C2)C1 [6-(3-cyclopropyl-1,2,4-triazol-1-yl)-2-azaspiro[3.3]heptan-2-yl]-[2-[3-(trifluoromethoxy)phenyl]sulfonyl-2,6-diazaspiro[3.3]heptan-6-yl]methanone